pentan-3-ylzinc bromide [Br-].CCC(CC)[Zn+]